COC1(CCOCC1)C1=CC=C(C=N1)NC([C@H]([C@@H]1CC[C@H](CC1)C)NC(=O)C=1C(=NOC1)C)=O N-[(1S)-2-{[6-(4-Methoxytetrahydro-pyran-4-yl)pyridin-3-yl]amino}-1-(trans-4-methylcyclohexyl)-2-oxoethyl]-3-methyl-isoxazole-4-carboxamide